benzyl 5-((2-(2,6-difluoro-4-(methylcarbamoyl) phenyl)-7-methylimidazo[1,2-a]pyridin-3-yl) methyl)-3,3-difluoropiperidine-1-carboxylate FC1=C(C(=CC(=C1)C(NC)=O)F)C=1N=C2N(C=CC(=C2)C)C1CC1CC(CN(C1)C(=O)OCC1=CC=CC=C1)(F)F